2-hydroxypropane-1,3-diylbis(2-methyl-4-(p-tolyl) butyrate) OC(CC(C(=O)[O-])(CCC1=CC=C(C=C1)C)C)CC(C(=O)[O-])(CCC1=CC=C(C=C1)C)C